FC1=C(C(=O)O)C(=C(C(=C1F)C(=O)O)F)F perfluoro-terephthalic acid